F[C@@H]1CNC2(CCCC2)C[C@@H]1N1C=CC2=C1N=NC(=C2)C2=C(C=C(C=C2)N2N=NC=C2)O 2-{7-[(8R,9S)-8-fluoro-6-azaspiro[4.5]decan-9-yl]-7H-pyrrolo[2,3-c]pyridazin-3-yl}-5-(1H-1,2,3-triazol-1-yl)phenol